3-allyl-1-(2,3-dihydrobenzo[1,4]dioxin-2-ylmethyl)-3-methoxymethylpiperidine C(C=C)C1(CN(CCC1)CC1COC2=C(O1)C=CC=C2)COC